2-methyl-6,7-dihydrobenzo[d]Oxazol-4(5H)-one CC=1OC2=C(N1)C(CCC2)=O